6-(3-Fluoroazetidin-1-yl)-3-(4-fluoro-2-methyl-phenoxy)-5-methyl-N-[3-(methylsulfonyl)phenyl]pyridazine-4-carboxamide FC1CN(C1)C1=C(C(=C(N=N1)OC1=C(C=C(C=C1)F)C)C(=O)NC1=CC(=CC=C1)S(=O)(=O)C)C